methyl-allyl-diethoxysilane C[Si](OCC)(OCC)CC=C